heptyl-4-(2-chloro-4-fluorobenzylamino)-7-methoxychroman C(CCCCCC)C1OC2=CC(=CC=C2C(C1)NCC1=C(C=C(C=C1)F)Cl)OC